C(C)(C)(C)OC(=O)N1CC2(C1)CC(C2)CC2=NC=C(N=C2)N2CC(C2)C(F)(F)F 6-[[5-[3-(trifluoromethyl)azetidin-1-yl]pyrazin-2-yl]methyl]-2-azaspiro[3.3]heptane-2-carboxylic acid tert-butyl ester